C1(CC(C(CC1)C(C)C)CC(=O)O)C.C(C)(=O)O.C1(CCC1)C(=O)N[C@@H]1CC[C@H](CC1)C(=O)N(C[C@@H]1CC[C@H](CC1)C1=CC(=C(C=C1)OC)C)C1=CC(=CC=C1)C=1C=NN(C1)C1CC1 trans-4-(Cyclobutanecarboxamido)-N-(3-(1-cyclopropyl-1H-pyrazol-4-yl)phenyl)-N-((trans-4-(4-methoxy-3-methylphenyl)cyclohexyl)methyl)cyclohexanecarboxamide acetate (MENTHANYL-ACETATE)